C(#N)[C@H](CC=1C(NC2=CC=C(C=C2C1)C)=O)NC(=O)[C@@H]1[C@H]2C([C@H]2CN1C([C@H](C(C)(C)C)NS(=O)(=O)C)=O)(C)C (1R,2S,5S)-N-[(1S)-1-cyano-2-(6-methyl-2-oxo-1H-quinolin-3-yl)ethyl]-3-[(2S)-2-(methanesulfonamido)-3,3-dimethyl-butanoyl]-6,6-dimethyl-3-azabicyclo[3.1.0]hexane-2-carboxamide